C1([C@H](O)[C@@H](O)[C@H](O)[C@@H](CO)O1)=O Glucono-1,5-lacton